BrC1=C(C=NC2=CC=C(C=C12)Cl)N1CCC2(OCCO2)CC1 8-(4-bromo-6-chloro-3-quinolinyl)-1,4-dioxa-8-azaspiro[4.5]decane